5-(3-(2,3-difluorophenyl)-2-(hydroxymethyl)imidazo[1,2-a]pyridin-8-yl)-N-(4-fluorophenyl)-2-(trifluoromethyl)benzamide FC1=C(C=CC=C1F)C1=C(N=C2N1C=CC=C2C=2C=CC(=C(C(=O)NC1=CC=C(C=C1)F)C2)C(F)(F)F)CO